3-[[-]-[6-[3-(difluoromethoxy)-5-methyl-pyrazol-1-yl]-5-(difluoromethyl)-2-pyridyl]-6-methoxy-benzimidazol-5-yl-amino]-N,N,6-trimethyl-pyridazine-4-carboxamide FC(OC1=NN(C(=C1)C)C1=C(C=CC(=N1)N(C=1N=NC(=CC1C(=O)N(C)C)C)C1=CC2=C(N=CN2)C=C1OC)C(F)F)F